C(C)(C)(C)OC(=O)N1[C@@H](C2=CC=C(C(=C2CC1)Br)OC)C (1R)-5-bromo-6-methoxy-1-methyl-3,4-dihydro-1H-isoquinoline-2-carboxylic acid tert-butyl ester